BrC=1C=C(C=C2CCC(C(C12)=CC)(F)F)OC 8-bromo-1-ethylidene-2,2-difluoro-6-methoxy-1,2,3,4-tetrahydronaphthalene